OCC1(CC1)N(C(OC(C)(C)C)=O)C tert-butyl N-[1-(hydroxymethyl)cyclopropyl]-N-methyl-carbamate